C(C1=CC=CC=C1)OC1CC2(COC(C3=CC=CC=C23)C(F)(F)F)CCC1 3-(benzyloxy)-1'-(trifluoromethyl)spiro[cyclohexane-1,4'-isochromane]